C(C)C=1C=C(C=C(C1)CC)P(C1=CC(=CC(=C1)CC)CC)C[C@H]1[C@@H](CC1)CP(C1=CC(=CC(=C1)CC)CC)C1=CC(=CC(=C1)CC)CC trans-1,2-bis(bis(3,5-diethyl-phenyl)phosphinomethyl)cyclobutane